N-(4-piperidinyl)-N-methylmethanesulfonamide N1CCC(CC1)N(S(=O)(=O)C)C